C(C1=CC=CC=C1)OC(=O)NCCN(C(=O)C1=C(C=C(C=C1)C1=CC(=NO1)C(=O)OC)O)C methyl 5-(4-((2-(((benzyloxy)carbonyl)amino)ethyl)(methyl)carbamoyl)-3-hydroxyphenyl)isoxazole-3-carboxylate